FC1=CC(=C(O[C@H](CNC(OC(C)(C)C)=O)C)C=C1)C(=C)NC(C(F)(F)F)=O tert-butyl (S)-(2-(4-fluoro-2-(1-(2,2,2-trifluoroacetamido)-vinyl)phenoxy)propyl)carbamate